OCC1C(C(CO1)O)=C 5-(hydroxymethyl)-4-methylenetetrahydrofuran-3-ol